boron-vanadium [V].[B]